(Z)-3-butenyl-6-bromophthalide C(=C/CC)/C1OC(=O)C2=CC(=CC=C12)Br